CC1=CCC(=CC1)C(C)C 1-methyl-4-(1-isopropyl)-1,4-cyclohexadiene